ζ-heptanolactam C1(CCCCC(C)N1)=O